O=C1N([C@@H]2CC[C@H](N1C2)C(=O)NOCCN2C=CC=C2)OS(=O)(=O)O.[Na] Sodium (2S,5R)-7-oxo-N-[2-(1H-pyrrol-1-yl)ethoxy]-6-(sulfooxy)-1,6-diazabicyclo[3.2.1]octane-2-carboxamide